1,2,3,4-butane-tetrol C(C(C(CO)O)O)O